ClC=1C=CC(=C(C1)C1=NOC(=N1)[C@@H]1C([C@H]1C1=CC=C(C=C1)S(=O)(=O)N)(F)F)OC 4-{trans-3-[3-(5-chloro-2-methoxyphenyl)-1,2,4-oxadiazol-5-yl]-2,2-difluorocyclopropyl}benzenesulfonamide